BrC=1C=C2CCCN(C2=CC1)C=1N=C(N2C1CN(CC2)C(C)=O)C2CC2 1-(1-(6-Bromo-3,4-dihydroquinolin-1(2H)-yl)-3-cyclopropyl-5,6-dihydroimidazo[1,5-a]pyrazin-7(8H)-yl)ethan-1-one